C(#N)C=1C=C(C=NC1)NC(=O)NC=1C=NC=2N(C1[C@H](C)OC)N=C(C2)C (S)-1-(5-cyanopyridin-3-yl)-3-(7-(1-methoxyethyl)-2-methylpyrazolo[1,5-a]pyrimidin-6-yl)urea